C(C=C)(=O)N1CCC(CC1)NC(OC(C)(C)C)=O tert-butyl (1-acryloylpiperidin-4-yl)carbamate